FC(C)(F)C1=C(C=CC(=C1)F)C1=CC2=C(S1)C=C(C=C2)O 2-(2-(1,1-difluoroethyl)-4-fluorophenyl)-6-hydroxybenzo[b]thiophen